[N-](S(=O)(=O)C(F)(F)F)S(=O)(=O)C(F)(F)F.CC1=CC=[N+](C=C1)CCCCCC 4-methyl-1-hexylpyridinium bis(trifluoromethanesulfonyl)imide salt